1,1,1-Tri-(1H-indol-3-yl)ethane N1C=C(C2=CC=CC=C12)C(C)(C1=CNC2=CC=CC=C12)C1=CNC2=CC=CC=C12